(3aR,6aR)-3,6-diphenyl-1,3a,4,6a-tetrahydropentalene C1(=CC=CC=C1)C1=CC[C@H]2C(=CC[C@@H]12)C1=CC=CC=C1